1-(1-propionylindolin-5-yl)-N-(pyridin-3-ylmethyl)azetidine-3-carboxamide C(CC)(=O)N1CCC2=CC(=CC=C12)N1CC(C1)C(=O)NCC=1C=NC=CC1